FC(SN=C1OC=CC2=CC=CC=C12)(F)F N-trifluoromethylthio-isochromene-1-imine